3-((Allylthio)methyl)benzofuran Chloromethyl-N-[2-(1,3-benzodioxol-5-yl)-1-methyl-ethyl]-N-methyl-carbamate ClCOC(N(C)C(CC1=CC2=C(OCO2)C=C1)C)=O.C(C=C)SCC1=COC2=C1C=CC=C2